tert-butyl-4-(4-(3-(2-(benzyloxy)-6-hydroxypyridin-3-yl)-1-methyl-1H-indazol-6-yl)piperazine-1-carbonyl)-3-fluoropiperidine-1-carboxylate C(C)(C)(C)OC(=O)N1CC(C(CC1)C(=O)N1CCN(CC1)C1=CC=C2C(=NN(C2=C1)C)C=1C(=NC(=CC1)O)OCC1=CC=CC=C1)F